ferric chloroacetate ClCC(=O)[O-].[Fe+3].ClCC(=O)[O-].ClCC(=O)[O-]